CC1=C(C(=CC(=C1)C(C1=CC=CC=C1)C1=CC=CC=C1)C)C1=C(C(=CC=C1)OC)I 2,6-dimethyl-4-(benzhydryl)-2'-iodo-3'-methoxybiphenyl